NC=1C2=C(N=CN1)N(C=C2)[C@H]2[C@@H]([C@@H]([C@H](C2)[C@H](O)C2=CC=1CCC1C=C2)O)O (1R,2S,3R,5R)-3-(4-amino-7H-pyrrolo[2,3-d]pyrimidin-7-yl)-5-((S)-bicyclo[4.2.0]octa-1(6),2,4-trien-3-yl(hydroxy)methyl)cyclopentane-1,2-diol